5-(5-(1,3-dimethyl-2-oxo-1,2-dihydro-1,7-naphthyridin-5-yl)-5,6,7,8-tetrahydropyrido[3,2-d]pyrimidin-2-yl)-N-(3-(3-(2,6-dioxo-piperidin-3-yl)benzofuran-5-yl)prop-2-yn-1-yl)picolinamide CN1C(C(=CC2=C(C=NC=C12)N1CCCC=2N=C(N=CC21)C=2C=CC(=NC2)C(=O)NCC#CC=2C=CC1=C(C(=CO1)C1C(NC(CC1)=O)=O)C2)C)=O